2-(((1R)-1-(2-cyano-7-methyl-3-(7,7,9,9-tetrafluoro-3-azabicyclo[3.3.1]nonan-3-yl)quinoxalin-5-yl)ethyl)amino)benzoic acid C(#N)C1=NC2=CC(=CC(=C2N=C1N1CC2CC(CC(C1)C2(F)F)(F)F)[C@@H](C)NC2=C(C(=O)O)C=CC=C2)C